(4-oxo-4H-quinolin-1-yl)-acetyl-(3-phenoxybenzal)hydrazine O=C1C=CN(C2=CC=CC=C12)N(N=CC1=CC(=CC=C1)OC1=CC=CC=C1)C(C)=O